C(C1=CC=CC=C1)OC1=C(N2C(C3=CC(=CC=C13)Br)=NC(=N2)C)C(=O)NCC(=O)OCC ethyl (6-(benzyloxy)-9-bromo-2-methyl-[1,2,4]triazolo[5,1-a]isoquinoline-5-carbonyl)glycinate